C(C)(C)(C)C=1C=C(C=C(C1O)C(C)(C)C)CCC(=O)OCCCCCCCCCCCCCCCCCC n-octadecyl 3-(3',5'-di-tert-butyl-4'-hydroxyphenyl)propionate